C(#N)C=1C=C(C=CC1)NC1=C2C=CN(C2=C(C=C1)C(=O)NCC1=CC=C(C(=O)O)C=C1)CC1=CC=C(C=C1)C(F)(F)F 4-((4-((3-Cyanophenyl)amino)-1-(4-(trifluoromethyl)benzyl)-1H-indol-7-amido)methyl)benzoic acid